sulfan acetate C(C)(=O)O.S